ClC1=CC=C(C=C1)[C@]1(CC[C@H]2N(CCNC2)C1)O (7S,9aR)-7-(4-chlorophenyl)-1,2,3,4,6,8,9,9a-octahydropyrido[1,2-a]pyrazin-7-ol